3-pyrrolidinyl-propyl-triethoxysilane N1(CCCC1)CCC[Si](OCC)(OCC)OCC